2-((1-(9-methyl-5-(piperidin-1-yl)imidazo[1,2-c]quinazolin-7-yl)ethyl)amino)benzoic acid CC1=CC=2C=3N(C(=NC2C(=C1)C(C)NC1=C(C(=O)O)C=CC=C1)N1CCCCC1)C=CN3